NC1=NC=2C=NC(=CC2C2=C1COC2)C(=O)N(CC2=NC=C(C=C2)C(F)(F)F)C2(CC2)C 4-amino-N-(1-methylcyclopropyl)-N-((5-(trifluoromethyl)-2-pyridinyl)methyl)-1,3-dihydrofuro[3,4-c][1,7]naphthyridine-8-carboxamide